N=1N=C(N2C1CCC2)C=2C=C1C3=C(NC1=CC2)N=CN=C3N[C@@H]3CC[C@H](CC3)N3CCOCC3 6-(6,7-dihydro-5H-pyrrolo[2,1-c][1,2,4]triazol-3-yl)-N-(trans-4-morpholinocyclohexyl)-9H-pyrimido[4,5-b]indol-4-amine